CCCCCCCCCCCCCCC[C@@H](CC(=O)SCCNC(=O)CCNC(=O)[C@@H](C(C)(C)COP(=O)([O-])OP(=O)([O-])OC[C@@H]1[C@H]([C@H]([C@@H](O1)N2C=NC3=C(N=CN=C32)N)O)OP(=O)([O-])[O-])O)O The molecule is a 3-hydroxy fatty acyl-CoA(4-) obtained by deprotonation of the phosphate and diphosphate OH groups of (3S)-hydroxyoctadecanoyl-CoA; major species at pH 7.3. It is a 3-hydroxy fatty acyl-CoA(4-) and a long-chain fatty acyl-CoA(4-). It is a conjugate base of a (S)-3-hydroxyoctadecanoyl-CoA.